4-[2-(1-ethylsulfonyl-pyrrolidin-3-yl)-1-(4-fluorophenyl)-4-hydroxy-indol-3-yl]benzoic acid C(C)S(=O)(=O)N1CC(CC1)C=1N(C2=CC=CC(=C2C1C1=CC=C(C(=O)O)C=C1)O)C1=CC=C(C=C1)F